tert-butyl 4-(2-ethoxy-2-oxoethyl)-2,6-dimethyl-4-(nitromethyl)piperidine-1-carboxylate C(C)OC(CC1(CC(N(C(C1)C)C(=O)OC(C)(C)C)C)C[N+](=O)[O-])=O